methyl {4-[2-(4-fluorophenyl)-4-oxo-1,3-thiazolidin-3-yl]-3-methylphenyl}acetate FC1=CC=C(C=C1)C1SCC(N1C1=C(C=C(C=C1)CC(=O)OC)C)=O